4-{[(3R)-3-aminopiperidin-1-yl]methyl}-N-{4-[4-(morpholin-4-yl)-1H-pyrrolo[3,2-c]pyridin-2-yl]phenyl}pyridine-2-carboxamide N[C@H]1CN(CCC1)CC1=CC(=NC=C1)C(=O)NC1=CC=C(C=C1)C1=CC=2C(=NC=CC2N1)N1CCOCC1